(3-methyl-[2,3'-bipyridine]-2'-yl)((1S,4R,6R)-6-((5-(trifluoromethyl)pyridin-2-yl)oxy)-2-azabicyclo[2.2.2]oct-2-yl)methanone CC=1C(=NC=CC1)C=1C(=NC=CC1)C(=O)N1[C@@H]2[C@@H](C[C@H](C1)CC2)OC2=NC=C(C=C2)C(F)(F)F